C(C)(=O)OCC(C)(C)P(=O)(C1=CC=CC=C1)OCC(C)C 2-(isobutoxyphenylphosphinyl)-isobutyl acetate